ClC=1C=C(C=NC1)C1=NC(=NO1)C=1C=CC(N(N1)CC1=CN=C(S1)CC)=O 6-(5-(5-chloropyridin-3-yl)-1,2,4-oxadiazol-3-yl)-2-((2-ethylthiazol-5-yl)methyl)-pyridazin-3(2H)-one